C(C)(=O)OCC1=C(N2C([C@@H]([C@H]2[C@H]1C)[C@@H](C)O)=O)C(=O)O (4S,5R,6S)-3-(acetoxymethyl)-6-((R)-1-hydroxyethyl)-4-methyl-7-oxo-1-azabicyclo[3.2.0]hept-2-ene-2-carboxylic acid